tert-butyl 4-[2-methyl-5-[(3S)-3-(2,2,2-trifluoroethyl)pyrrolidine-1-carbonylamino]phenyl]-6-(morpholin-4-yl)-5,6-dihydro-2H-[2,3-bipyridine]-1-carboxylate CC1=C(C=C(C=C1)NC(=O)N1C[C@@H](CC1)CC(F)(F)F)C1=CC(N(C(C1)N1CCOCC1)C(=O)OC(C)(C)C)C=1C=NC=CC1